CC=1SC2=C(N1)C(=CC(=C2)C(=O)OCC)C(F)(F)F ethyl 2-methyl-4-(trifluoromethyl)benzo[d]thiazole-6-carboxylate